4-methyl-2-(2-methylpropyl)-2H-pyran CC1=CC(OC=C1)CC(C)C